9-Bromo-8-chloro-7-fluoro-10a-phenyl-1,2,3,4,10,10a-hexahydropyrazino[1,2-a]indole BrC=1C=2CC3(N(C2C=C(C1Cl)F)CCNC3)C3=CC=CC=C3